[C@H]12N(CC[C@@H]2C1)C(=O)[C@@H]1CCCC=2N1C(N(N2)CC2=CC=C(C=C2)C)=O |&1:0,4| (5S)-5-[(1SR,5RS)-2-Azabicyclo[3.1.0]hex-2-ylcarbonyl]-2-(4-methylbenzyl)-5,6,7,8-tetrahydro[1,2,4]triazolo[4,3-a]pyridin-3(2H)-one